O[C@H]1[C@@H](NC[C@H]1O)C=O ((2R,3S,4R)-3,4-dihydroxypyrrolidin-2-yl)methanone